ClC=1C2=C(N=CN1)NC=C2C(=O)OC methyl 4-chloro-7H-pyrrolo[2,3-d]pyrimidine-5-carboxylate